2-[6-amino-5-[8-[2-[3-(4,4-dimethylazepan-1-yl)prop-1-ynyl]-4-pyridyl]-3,8-diazabicyclo[3.2.1]octan-3-yl]pyridazin-3-yl]phenol NC1=C(C=C(N=N1)C1=C(C=CC=C1)O)N1CC2CCC(C1)N2C2=CC(=NC=C2)C#CCN2CCC(CCC2)(C)C